C(C)[C@H]1N(C[C@@H](N(C1)C=1C=2C(NC(N1)=O)=CNN2)C)C(C)C=2C=C1N=CC=NC1=CC2 7-((2s,5r)-5-ethyl-2-methyl-4-(1-(quinoxalin-6-yl)ethyl)piperazin-1-yl)-2,4-dihydro-5H-pyrazolo[4,3-d]pyrimidin-5-one